2-(3-(4-hydroxy-phenyl)-2-carboxy-acrylamido)-5-hydroxy-benzoic acid OC1=CC=C(C=C1)C=C(C(=O)NC1=C(C(=O)O)C=C(C=C1)O)C(=O)O